C(C)N1C=2C3=CN=C(C(O[C@@H](C4=CC(=CC=C4C4=CC(=NN4CC2C=N1)C(F)(F)F)F)C)=C3)N (19R)-3-ethyl-16-fluoro-19-methyl-10-(trifluoromethyl)-20-oxa-3,4,8,9,23-pentaazapentacyclo[19.3.1.02,6.08,12.013,18]pentacosa-1(24),2(6),4,9,11,13,15,17,21(25),22-decaen-22-amine